1-Dodecyl-4-ethylpyridinium acetat C(C)(=O)[O-].C(CCCCCCCCCCC)[N+]1=CC=C(C=C1)CC